FC=1C=C(C(=O)NC2=NC=C(N=C2)C)C=CC1[N+](=O)[O-] 3-fluoro-N-(5-methylpyrazin-2-yl)-4-nitrobenzamide